N1N=CC(=C1)C1=CC=C(C=C1)NC1=NC(=NC=C1)C1=CC=C2C=C(NC2=C1)C(=O)NC=1C=NC=CC1 6-(4-((4-(1H-pyrazol-4-yl)phenyl)amino)pyrimidin-2-yl)-N-(pyridin-3-yl)-1H-indole-2-carboxamide